1-(1-(3-chloro-5-(trifluoromethyl)benzyl)-1,8-diazaspiro[4.5]decane-8-carbonyl)-1H-pyrazole-3-carboxylic acid ClC=1C=C(CN2CCCC23CCN(CC3)C(=O)N3N=C(C=C3)C(=O)O)C=C(C1)C(F)(F)F